ClC1=CC=C(C=C1)[C@@H]1N=C(N([C@@H]1C1=CC=C(C=C1)Cl)C(=O)N1CC(NCC1)=O)C1=C(C=C(C=C1)OC)OC(C)C 4-[(4S,5R)-4,5-bis(4-chlorophenyl)-2-(4-methoxy-2-propan-2-yloxyphenyl)-4,5-dihydroimidazole-1-carbonyl]piperazin-2-one